2-(2,6-Dimethyl-4-((4-((4'-(trifluoromethyl)-[1,1'-biphenyl]-4-yl)methyl)piperazin-1-yl)methyl)phenoxy)-2-methylpropanoic acid CC1=C(OC(C(=O)O)(C)C)C(=CC(=C1)CN1CCN(CC1)CC1=CC=C(C=C1)C1=CC=C(C=C1)C(F)(F)F)C